tert-butyl-2-amino-3-cyano-5-fluoro-spiro[5,6-dihydrocyclopenta[b]thiophene-4,3'-azetidine] C(C)(C)(C)N1CC2(C1)C(CC=1SC(=C(C12)C#N)N)F